C1CC2(N3CCCC13)CC2 hexahydrospiro[cyclopropane-1,3'-pyrrolizine]